FC1=CC=C(C=N1)C(=O)N1C(COCC1)C=O 4-(6-Fluoropyridine-3-carbonyl)morpholine-3-carbaldehyde